4-([1,1'-biphenyl]-4-yl)-2-phenyl-6-(4-(4,4,5,5-tetramethyl-1,3,2-dioxaborolane-2-yl)phenyl)pyrimidine C1(=CC=C(C=C1)C1=NC(=NC(=C1)C1=CC=C(C=C1)B1OC(C(O1)(C)C)(C)C)C1=CC=CC=C1)C1=CC=CC=C1